O=C1OC(C2=CC(=CC=C12)C(=O)OCC1CCC(CC1)COC(=O)C=1C=C2C(OC(C2=CC1)=O)=O)=O cyclohexane-1,4-diylbis(methylene) bis(1,3-dioxo-1,3-dihydroisobenzofuran-5-carboxylate)